C1(CCC1)C1=NNC=N1 3-Cyclobutyl-1H-1,2,4-triazol